((1s,3s)-3-((5-(1-(2,2-difluoroethyl)-2-methyl-1H-benzo[d]imidazol-6-yl)-7H-pyrrolo[2,3-d]pyrimidin-2-yl)amino)-1-methylcyclobutyl)(pyrrolidin-1-yl)methanone FC(CN1C(=NC2=C1C=C(C=C2)C2=CNC=1N=C(N=CC12)NC1CC(C1)(C)C(=O)N1CCCC1)C)F